3-((5-phenyl-1H-imidazol-4-yl)methylene)-6-(3-(4-fluorobenzoyl)benzylidene)piperazine-2,5-dione C1(=CC=CC=C1)C1=C(N=CN1)C=C1C(NC(C(N1)=O)=CC1=CC(=CC=C1)C(C1=CC=C(C=C1)F)=O)=O